N1=C(C=CC=C1)C1=CC=C(CNC(OC(C)(C)C)=O)C=C1 tert-butyl (4-(pyridin-2-yl)benzyl)carbamate